(S)-N-(2-(hydroxymethyl)-2-methyl-6-(trifluoromethoxy)-2,3-dihydrobenzofuran-5-yl)pyrazolo[1,5-a]pyrimidine-3-carboxamide OC[C@]1(OC2=C(C1)C=C(C(=C2)OC(F)(F)F)NC(=O)C=2C=NN1C2N=CC=C1)C